2-(tributylstannyl)Azole C(CCC)[Sn](C=1NC=CC1)(CCCC)CCCC